2-iodo-5-(1-tetrahydropyran-2-ylpyrazol-4-yl)benzene-1,3-diol IC1=C(C=C(C=C1O)C=1C=NN(C1)C1OCCCC1)O